C(CCC)OC(C1=CC=CC=C1)=O Benzoic acid n-butyl ester